1-(4-bromo-3-(pentyloxy)phenyl)-3-((1-tosyl-1H-indol-4-yl)methyl)tetrahydropyrimidin-2(1H)-one BrC1=C(C=C(C=C1)N1C(N(CCC1)CC1=C2C=CN(C2=CC=C1)S(=O)(=O)C1=CC=C(C)C=C1)=O)OCCCCC